((5-(benzyloxy)-2-bromophenyl)ethynyl)tetrahydro-2H-thiopyran 1,1-dioxide C(C1=CC=CC=C1)OC=1C=CC(=C(C1)C#CC1S(CCCC1)(=O)=O)Br